tert-butyl 3-((7-(1H-pyrazol-4-yl)-4H-chromeno[3,4-d]thiazol-2-yl) (methyl) amino)-8-azabicyclo[3.2.1]octane-8-carboxylate N1N=CC(=C1)C=1C=CC2=C(C1)OCC=1N=C(SC12)N(C1CC2CCC(C1)N2C(=O)OC(C)(C)C)C